ClC=1C=C(C(=O)[C@H]2C([C@@H]2C(=O)O)(C)C)C=CC1Cl (1R,3R)-3-(3,4-dichlorobenzoyl)-2,2-dimethylcyclopropane-1-carboxylic acid